14,14-dimethyl-6,14-dihydrobenzo[g]indolo[2,1-b]quinazolin-6-one CC1(C2=CC=CC=C2N2C1=NC1=CC3=C(C=C1C2=O)C=CC=C3)C